CN1N=C(C=2C1=NC=C(C2)S(=O)(=O)N2[C@H]1CC(C[C@@H]2CC1)N1CCC(CC1)C)C 1,3-Dimethyl-5-(((1R,3s,5S)-3-(4-methylpiperidin-1-yl)-8-azabicyclo[3.2.1]octan-8-yl)sulfonyl)-1H-pyrazolo[3,4-b]pyridine